N-cyclopropyl-2-(difluoromethoxy)-4-[7-[3-(3,4-dihydro-1H-pyrrolo[1,2-a]pyrazin-2-yl)propoxy]imidazo[1,2-a]pyridin-3-yl]-6-methoxy-benzamide C1(CC1)NC(C1=C(C=C(C=C1OC)C1=CN=C2N1C=CC(=C2)OCCCN2CC=1N(CC2)C=CC1)OC(F)F)=O